tris(3-methyl-6-t-butylphenyl)phosphite CC=1C=C(C(=CC1)C(C)(C)C)OP(OC1=CC(=CC=C1C(C)(C)C)C)OC1=CC(=CC=C1C(C)(C)C)C